N1N=NC2=C1[C@@H]1[C@H](CC2)CN(C1)C=O [(5aS,8aR)-4,5,5a,6,8,8a-hexahydro-1H-pyrrolo[3,4-e]benzotriazol-7-yl]methanone